CSCCC(=O)C1C(C2=CC=C(C=C2C1=O)C(=O)C=1C=C2C(C(C(C2=CC1)=O)C(CCSC)=O)=O)=O 2-[3-(methylsulfanyl)propanoyl]-5-{2-[3-(methylsulfanyl)propanoyl]-1,3-dioxo-2,3-dihydro-1H-indene-5-carbonyl}-2,3-dihydro-1H-indene-1,3-dione